C1(CC1)CN1C=NC2=CC=C(C=C2C1=O)C=1C=CC(=NC1)NC(CCC(C)F)=O N-(5-(3-(cyclopropylmethyl)-4-oxo-3,4-dihydro-quinazolin-6-yl)pyridin-2-yl)-4-fluoropentanamide